C(C)OCCCCCCCCN 8-ethoxyoctylamine